ClC=1C=C2C(C(=CN(C2=CC1N1[C@H](CCC1)COC1=NC=CC=C1Cl)C=1C=NC(=CC1)N(C)CCOC)C(=O)O)=O (R)-6-chloro-7-(2-(((3-chloropyridin-2-yl)oxy)methyl)pyrrolidin-1-yl)-1-(6-((2-methoxy-ethyl)(methyl)amino)pyridin-3-yl)-4-oxo-1,4-dihydroquinoline-3-carboxylic acid